(S)-5,7-dihydrospiro[cyclopenta[b]pyridin-6,4'-piperidin]-5-amine N1CCC2(CC1)[C@@H](C=1C(=NC=CC1)C2)N